NCC1CCC(CC1)N1C2=NC(=NC=C2N=C1NC1=CC(=NC=C1)C(F)(F)F)NC1(CCOCC1)C 9-((1s,4s)-4-(aminomethyl)cyclohexyl)-N2-(4-methyltetrahydro-2H-pyran-4-yl)-N8-(2-(trifluoromethyl)pyridin-4-yl)-9H-purine-2,8-diamine